C(C)(C)(C)OC(=O)NC/C(/COC=1C=C2CCN(C(C2=CC1)=O)CC(=O)OCC1=CC=CC=C1)=C\F Benzyl 2-[6-[(E)-2-[(t-butoxycarbonylamino)methyl]-3-fluoro-allyloxy]-1-oxo-3,4-dihydro isoquinolin-2-yl]acetate